BrC=1C=NC=2CCN(CC2C1)C1=NC=NC2=CC=C(C=C12)Cl 4-(3-bromo-7,8-dihydro-5H-1,6-naphthyridin-6-yl)-6-chloro-quinazoline